(S)-N-(2-methoxyethyl)-1-((3-methyl-6-(4,4,4-trifluorobutoxy)-3,4-dihydronaphthalen-2-yl)methyl)azetidine-3-carboxamide COCCNC(=O)C1CN(C1)CC1=CC2=CC=C(C=C2C[C@@H]1C)OCCCC(F)(F)F